[Cu].[Hg] mercury-copper